C(CC)OCC(C(=O)OCCC)C(C)(C)C propyl 2-propoxymethyl-3,3-dimethylbutyrate